CC1=NN(C(C1)=O)C1=C(C=CC=C1)Cl 3-methyl-1-(2-chlorophenyl)-5-pyrazolone